C(#N)C1=NC(=C2C=C(N=CC2=C1)N[C@@H]1C[C@H](CC1)NC(OC(C)(C)C)=O)S(=O)(=O)C Tert-butyl ((1S,3S)-3-((7-cyano-5-(methylsulfonyl)-2,6-naphthyridin-3-yl)amino)cyclopentyl)carbamate